N-(methyl(oxo)(phenyl)-λ6-sulfaneylidene)-3-(5-(trifluoromethyl)-1,2,4-oxadiazol-3-yl)benzamide CS(=NC(C1=CC(=CC=C1)C1=NOC(=N1)C(F)(F)F)=O)(C1=CC=CC=C1)=O